2-((3,5-dicyano-6-(dimethylamino)-4-ethylpyridin-2-yl)sulfanyl)-2-(5-fluoropyridin-2-yl)acetamide C(#N)C=1C(=NC(=C(C1CC)C#N)N(C)C)SC(C(=O)N)C1=NC=C(C=C1)F